N-[2,2-dimethyl-6-(1,4-oxazepan-4-yl)-3H-benzofuran-5-yl]pyrazolo[1,5-a]pyrimidine-3-carboxamide CC1(OC2=C(C1)C=C(C(=C2)N2CCOCCC2)NC(=O)C=2C=NN1C2N=CC=C1)C